(E)-4-(3-((2,6-dimethyloct-7-en-2-yl)oxy)prop-1-en-1-yl)-2-methoxyphenol CC(C)(CCCC(C=C)C)OC/C=C/C1=CC(=C(C=C1)O)OC